Cadaverine Dimethylcarbonate COC(OC)=O.NCCCCCN